O1C=C(C2=C1C=CC=C2)CSC2=CC=NC=C2 4-((Benzofuran-3-ylmethyl)thio)pyridine